Cyclopropaneacetic acid C1(CC1)CC(=O)O